(3aS,5aS,8R,8aS,9R,10aS)-6-(bicyclo[1.1.1]pentan-1-yl)-9-(tert-butyl)-9-hydroxy-2,4,7-trioxooctahydro-4H,9H-furo[3'',2'':2',3']cyclopenta[1',2':3,4]furo[2,3-b]pyrrol-8-yl benzoate C(C1=CC=CC=C1)(=O)O[C@@H]1[C@@]23[C@@H](N(C1=O)C14CC(C1)C4)OC([C@]24[C@H](C[C@@]3(O)C(C)(C)C)OC(C4)=O)=O